cis-pentene CC/C=C\C